NC1=CC(=NC(=C1)CN1CCOCCOCCN(CCOCCOCC1)CC1=NC(=CC=C1)C(=O)OC)C(=O)OCC Ethyl 4-amino-6-((16-((6-(methoxycarbonyl)pyridin-2-yl)methyl)-1,4,10,13-tetraoxa-7,16-diazacyclooctadecan-7-yl)methyl)picolinate